C(C)(C)(C)C=1N(C=CN1)CC1=CC(=C(C=C1)C1=CSC(=C1)CC(C)C)C 3-(4-((2-(tert-butyl)-1H-imidazol-1-yl)methyl)-2-methylphenyl)-5-isobutylthiophene